C(C)(C)(C)C=1C=C(CCC(=O)OCCCCCCCCCCCCCCCCCC)C=CC1O n-octadecyl 3-tert-butyl-4-hydroxyhydrocinnamate